S(=O)(=O)(O)CCC(C(=O)OCCCCCCCC)CC(=O)OCCCCCCCC.[Na] sodium dioctyl 2-(sulfoethyl)succinate